O1C(=NN=C1)C1=CC=C(OC[C@@H]2CN([C@H](O2)C(F)(F)F)C2=CC(=C(C#N)C=C2)C(F)(F)F)C=C1 4-((2R,5S)-5-((4-(1,3,4-Oxadiazol-2-yl)phenoxy)methyl)-2-(trifluoromethyl)oxazolidin-3-yl)-2-(trifluoromethyl)benzonitril